1-(4-(methoxycarbonyl)pyrimidin-2-yl)piperidine-4-carboxylic acid trifluoroacetic acid salt FC(C(=O)O)(F)F.COC(=O)C1=NC(=NC=C1)N1CCC(CC1)C(=O)O